FC1=C(C=CC=C1OC)C(C(=O)OCC)=CC ethyl 2-(2-fluoro-3-methoxyphenyl)-2-butenoate